COC(=O)N1[C@H](CCC2=C3C(=CC=C12)N(C(=N3)CC(C(=O)O)C3=CC=CC=C3)[C@@H]3CC[C@H](CC3)OC)C 3-((S)-6-(methoxycarbonyl)-3-((trans)-4-methoxycyclohexyl)-7-methyl-6,7,8,9-tetrahydro-3H-imidazo[4,5-f]quinolin-2-yl)-2-phenylpropanoic acid